N[C@@H]1CC[C@H](CC1)CC(=O)OCC ethyl trans-2-(4-aminocyclohexyl)acetate